C(CCCCCCC)(=O)OCCCCCCCCCCC n-undecyl caprylate